O1C(=CC2=C1C=CC=C2)C=2C=C(C(=C(C2)O)C(C)C)O 5-(1-benzofuran-2-yl)-1,3-dihydroxy-2-isopropylbenzene